CN1CCC(CC1)C(=O)NC1=CC=C2C(=N1)NC=C2C2=CC1=C(C(NCCO1)=O)C=C2 1-methyl-N-(3-(5-oxo-2,3,4,5-tetrahydrobenzo[f][1,4]oxazepin-8-yl)-1H-pyrrolo[2,3-b]pyridin-6-yl)piperidine-4-carboxamide